C(C)(C)(C)OC(=O)N1CCC[C@@H](C1)NC(COC1=CC(=C(C=C1)Cl)F)=O (2R,5S)-1-[(tert-butoxy)carbonyl]-5-[2-(4-chloro-3-fluoro-phenoxy)acetamido]piperidine